S1C=NC2=C1C=CC(=C2)NC(C2=C(C(=CC=C2)C(F)(F)F)Cl)=O N-Benzothiazol-5-yl-2-chloro-3-trifluoromethyl-benzamide